[SH4]1CCC12CC(C2)C(=O)N λ6-thiaspiro[3.3]heptane-6-carboxamide